6-methyl-5-[7-[(3R)-1-methyl-3-piperidyl]pyrrolo[2,3-c]pyridazin-3-yl]-2,3-dihydrobenzofuran-4-ol CC=1C=C2C(CCO2)=C(C1C1=CC2=C(N=N1)N(C=C2)[C@H]2CN(CCC2)C)O